[2-(azidomethyl)phenyl](methyl)amine N(=[N+]=[N-])CC1=C(C=CC=C1)NC